C(C=1C(C(=O)[O-])=CC=CC1)(=O)OCCCCCC(C)C Monoisooctyl phthalate